7-bromo-3-hydroxy-2,3-dihydro-1λ6-benzothiophene-1,1-dione BrC1=CC=CC=2C(CS(C21)(=O)=O)O